CC1CC(C1)(C1=NN=CN1C)C=1C=C(C=CC1)NC(=O)C=1C(N(C=C(C1)C=C)CC(F)(F)F)=O N-(3-((1s,3s)-3-methyl-1-(4-methyl-4H-1,2,4-triazol-3-yl)cyclobutyl)phenyl)-2-oxo-1-(2,2,2-trifluoroethyl)-5-vinyl-1,2-dihydropyridine-3-carboxamide